2-[3,5-Bis(difluoromethyl)-1H-pyrazol-1-yl]-1-[4-(4-{5-[2-fluoro-6-(prop-2-yne-1-yloxy)phenyl]-4,5-dihydro-1,2-oxazol-3-yl}-1,3-thiazol-2-yl)piperidin-1-yl]ethanone FC(C1=NN(C(=C1)C(F)F)CC(=O)N1CCC(CC1)C=1SC=C(N1)C1=NOC(C1)C1=C(C=CC=C1OCC#C)F)F